[N+](=O)([O-])C1=C(C=CC=C1)S(=O)(=O)OC1=C(OC2=CC(=CC(=C2C1=O)OC)OC)C1=CC(=C(C(=C1)OC)OC)OC 5,7-dimethoxy-4-oxo-2-(3,4,5-trimethoxyphenyl)-4H-chromen-3-yl 2-nitrobenzenesulfonate